N[C@@H](C(=O)N)CCCOC1=C(C(=C(C=C1)Cl)Cl)CN1C2=NC=NC(=C2N=C1)N (R)-2-amino-5-(2-((6-amino-9H-purin-9-yl)methyl)-3,4-dichlorophenoxy)pentanamide